N-(tert-butyl)-1-(7-chloro-4H-chromeno[3,4-d]thiazol-2-yl)-N-methylpyrrolidin-3-amine C(C)(C)(C)N(C1CN(CC1)C=1SC2=C(N1)COC=1C=C(C=CC12)Cl)C